N-ethyl-2-(3-(6-(oxetan-3-ylamino)pyridin-3-yl)-6-oxopyridazin-1(6H)-yl)acetamide C(C)NC(CN1N=C(C=CC1=O)C=1C=NC(=CC1)NC1COC1)=O